2-(4-(6-(4-Chloro-2-fluorobenzyloxy)pyridin-2-yl)-2-nitrobenzyl)-1-(2-methoxyethyl)-1H-benzo[d]imidazole-6-carboxylic acid ClC1=CC(=C(COC2=CC=CC(=N2)C2=CC(=C(CC3=NC4=C(N3CCOC)C=C(C=C4)C(=O)O)C=C2)[N+](=O)[O-])C=C1)F